ClC=1C(=NC(=NC1)NC=1C(=CC(=C(C1)NC(C=C)=O)OCCN1CCCC1)OC)NC=1C=CC=C2CCN(C12)S(=O)(=O)C N-(5-((5-chloro-4-((1-(methylsulfonyl)indolin-7-yl)amino)pyrimidin-2-yl)amino)-4-methoxy-2-(2-(pyrrolidin-1-yl)ethoxy)phenyl)acrylamide